xanthone phenyl-iodonium salt C1(=CC=CC=C1)[IH+].C1=CC=CC=2OC3=CC=CC=C3C(C12)=O